C1(CC1)C(CCCCN1CCNCC1)OC1=C(C=C(C=C1)S(=O)(=O)C)C=1C2=C(C(N(C1)C)=O)NC=C2 4-[2-(1-cyclopropyl-5-piperazin-1-yl-pentoxy)-5-methylsulfonyl-phenyl]-6-methyl-1H-pyrrolo[2,3-c]pyridin-7-one